Cl.ClC=1C=C(C=CC1OC)[C@H](C)N (S)-1-(3-chloro-4-methoxyphenyl)ethan-1-amine hydrochloride